C1[C@@H]([C@H](O[C@H]1N2C=NC3=C(N=CN=C32)N)CO)O 2-deoxyadenosine